ClC1=C2CCC(C2=CC(=C1)Cl)OC(CC(C(=O)OC(CC(=O)O)C(F)(F)F)=C)=O 3-((4-((4,6-dichloro-2,3-dihydro-1H-inden-1-yl)oxy)-2-methylene-4-oxobutanoyl)oxy)-4,4,4-trifluorobutanoic acid